CC1=CC=C(C=C1)S(=O)(=O)OC1=CC(=C(C(=C1)OCC1=CC=CC=C1)C(=O)N1CC2=C(C=CC=C2CC1)NC(=O)C1COCC1)OS(=O)(=O)C1=CC=C(C)C=C1 5-(benzyloxy)-4-(8-(tetrahydrofuran-3-carboxamido)-1,2,3,4-tetrahydroisoquinoline-2-carbonyl)-1,3-phenylene bis(4-toluenesulfonate)